N-[(4S)-3,4-dihydro-2H-chromen-4-yl]-4-(1,1-dioxidothietan-3-yl)-7-fluoro-8-(2,3,5-trifluorophenyl)quinoline-3-carboxamide O1CC[C@@H](C2=CC=CC=C12)NC(=O)C=1C=NC2=C(C(=CC=C2C1C1CS(C1)(=O)=O)F)C1=C(C(=CC(=C1)F)F)F